Cl.FC1(C(C1)C1=CNC=2N=CN=C(C21)N[C@H]2CNCCC2)F 5-(2,2-difluorocyclopropyl)-N-((R)-piperidin-3-yl)-7H-pyrrolo[2,3-d]pyrimidin-4-amine hydrochloride